(2R,3S)-3-((5-fluoro-2-(6-fluoro-3-methoxyquinolin-8-yl)benzo[d]thiazol-6-yl)oxy)butan-2-yl (2-methylpyrimidin-5-yl)carbamate CC1=NC=C(C=N1)NC(O[C@H](C)[C@H](C)OC1=CC2=C(N=C(S2)C=2C=C(C=C3C=C(C=NC23)OC)F)C=C1F)=O